NCCCNC(=O)C=1C=C2C(=NNC2=CC1)C=1NC(=CN1)C1=CC(=CC=C1)O N-(3-aminopropyl)-3-(5-(3-hydroxyphenyl)-1H-imidazol-2-yl)-1H-indazole-5-carboxamide